N-palmityl-palmitamide C(CCCCCCCCCCCCCCC)NC(CCCCCCCCCCCCCCC)=O